(2,4,5-trifluorobenzyl)-1,2,4-triazine-3,5(2H,4H)-dione FC1=C(CN2N=CC(NC2=O)=O)C=C(C(=C1)F)F